N-(4-amino-6-chloropyridine-3-yl)-2-cyanoacetamide NC1=C(C=NC(=C1)Cl)NC(CC#N)=O